4-methylpiperidine-4-carboxylic acid Potassium carbonate C([O-])([O-])=O.[K+].CC1(CCNCC1)C(=O)O.[K+]